N-(4-(2-(5-((1R,4R,7R)-7-Amino-2-azabicyclo[2.2.1]heptan-2-carbonyl)-7-methoxy-1-methyl-1H-benzo[d]imidazol-2-yl)-1-(cyclopropylmethyl)-1H-indol-7-yl)-2-(hydroxymethyl)benzyl)acetamid N[C@H]1[C@@H]2N(C[C@H]1CC2)C(=O)C2=CC1=C(N(C(=N1)C=1N(C3=C(C=CC=C3C1)C1=CC(=C(CNC(C)=O)C=C1)CO)CC1CC1)C)C(=C2)OC